ClC=1C=CC(=C(C1)S(=O)(=O)NC1=CC=C(C=C1)C1=NC(=C2C(=N1)NN=C2C)NC2CN(C2)C(C)C)F 5-chloro-2-fluoro-N-(4-[4-[(1-isopropylazetidin-3-yl)amino]-3-methyl-1H-pyrazolo[3,4-d]pyrimidin-6-yl]phenyl)benzenesulfonamide